C(C)OC1=C(C=C(C=N1)C1=CC(=C2C(=N1)N=C(N2)NC(=O)C2=CC=C(C=N2)CCCC(=O)OCC)N(C)CC2(CCCC2)COCC)C(F)(F)F Ethyl 4-[6-({5-[6-ethoxy-5-(trifluoromethyl)pyridin-3-yl]-7-({[1-(ethoxymethyl)cyclopentyl]methyl} (methyl)amino)-1H-imidazo[4,5-b]pyridin-2-yl}carbamoyl)pyridin-3-yl]butanoate